N-(3-chloro-5-fluoroisonicotinyl)-O-((1R,3S)-3-(2-(5,6,7,8-tetrahydro-1,8-naphthyridin-2-yl)ethyl)cyclobutyl)homoserine ClC1=C(CN[C@@H](CCOC2CC(C2)CCC2=NC=3NCCCC3C=C2)C(=O)O)C(=CN=C1)F